FC1=C(C=CC=C1)C1=NN(C=C1CNC1=C(C(=O)O)C=CN=C1)C1=CC=CC=C1 3-(((3-(2-fluorophenyl)-1-phenyl-1H-pyrazol-4-yl)methyl)amino)isonicotinic acid